1-[(4,4-dimethyl-2,3-dihydro-1H-isoquinolin-7-yl)methyl]-N-{[2-fluoro-3-methoxy-6-(4-methyl-1,2,3-triazol-1-yl)phenyl]methyl}-3-(methoxymethyl)pyrazole-4-carboxamide CC1(CNCC2=CC(=CC=C12)CN1N=C(C(=C1)C(=O)NCC1=C(C(=CC=C1N1N=NC(=C1)C)OC)F)COC)C